3-fluoro-4-(((6-(4-(2-hydroxyethyl)cyclohex-1-en-1-yl)pyridin-2-yl)oxy)methyl)benzonitrile FC=1C=C(C#N)C=CC1COC1=NC(=CC=C1)C1=CCC(CC1)CCO